4-methyl-3-((2-(3-methylureido)thiazol-5-yl)ethynyl)-N-(4-(trifluoromethyl)pyridin-2-yl)benzamide CC1=C(C=C(C(=O)NC2=NC=CC(=C2)C(F)(F)F)C=C1)C#CC1=CN=C(S1)NC(=O)NC